(2S,4R)-1-[(2S)-2-(3-aminopropanamido)-3,3-dimethylbutanoyl]-4-hydroxy-N-{[4-(4-methyl-1,3-thiazol-5-yl)phenyl]methyl}pyrrolidine-2-carboxamide NCCC(=O)N[C@H](C(=O)N1[C@@H](C[C@H](C1)O)C(=O)NCC1=CC=C(C=C1)C1=C(N=CS1)C)C(C)(C)C